5-fluoro-6-(3-fluoro-4-(1H-tetrazol-5-yl)phenoxy)nicotinonitrile FC=1C(=NC=C(C#N)C1)OC1=CC(=C(C=C1)C1=NN=NN1)F